1-(5Z,8Z,11Z-eicosatrienoyl)-2-(9Z,12Z,15Z-octadecatrienoyl)-sn-glycero-3-phosphocholine CCCCCCCC/C=C\C/C=C\C/C=C\CCCC(=O)OC[C@H](COP(=O)([O-])OCC[N+](C)(C)C)OC(=O)CCCCCCC/C=C\C/C=C\C/C=C\CC